C[C@H](CC)OC1=CC=C(C=C1)[C@H](CC(=O)O)C#CC (3S)-3-{4-[(2R)-but-2-yloxy]phenyl}hex-4-ynoic acid